C(#N)[SiH](O[Si](C)(C)C)C1=CC=C(C#N)C=C1 4-(cyano((trimethylsilyl)oxy)silylYl)benzonitrile